tributylammonium tetra(tolyl)borate C1(=C(C=CC=C1)[B-](C1=C(C=CC=C1)C)(C1=C(C=CC=C1)C)C1=C(C=CC=C1)C)C.C(CCC)[NH+](CCCC)CCCC